NC1=CN=CC=C[C@@]1(O)CC (3R,4S)-3-amino-4-ethyl-azepin-4-ol